[N+](=O)([O-])C1=C(C=C(C=C1)C(=O)O)B(O)O 2-NITRO-5-CARBOXYPHENYLBORONIC ACID